C[C@@H]1N(CC1)C1=NC(=CC(=C1C#N)C(F)(F)F)C=1C=NN(C1)CC(=O)N1CCN(CC1)C 2-[(2S)-2-methylazetidin-1-yl]-6-[1-[2-(4-methylpiperazin-1-yl)-2-oxo-ethyl]pyrazol-4-yl]-4-(trifluoromethyl)pyridine-3-carbonitrile